2,N4-dipropynyl-1,2,4-triazine-3,5(2H,4H)-dione C(#CC)N1N=CC(N(C1=O)C#CC)=O